C(C)(C)(C)C=1C=C(C=C(C1O)C(C)(C)C)CCC1=C(C(=C(C(=C1C)CCC1=CC(=C(C(=C1)C(C)(C)C)O)C(C)(C)C)C)CCC1=CC(=C(C(=C1)C(C)(C)C)O)C(C)(C)C)C 1,3,5-tris(3,5-di-tert-butyl-4-hydroxyphenylethyl)-2,4,6-trimethylbenzene